4-{[(3S)-piperidin-3-yl]amino}pyrido[3,2-d]pyrimidine-8-carboxamide N1C[C@H](CCC1)NC=1C2=C(N=CN1)C(=CC=N2)C(=O)N